2-[(5-cyclopropyl-1,2,4-oxadiazol-3-yl)methyl]-N-[(2R)-1,4-dioxan-2-ylmethyl]-8-methyl-4,5-dihydro-2H-furo[2,3-g]indazole-7-carboxamide C1(CC1)C1=NC(=NO1)CN1N=C2C3=C(CCC2=C1)OC(=C3C)C(=O)NC[C@H]3OCCOC3